2-(2,4-bis(trifluoromethyl)phenyl)-N-(4-fluorophenyl)-N-((5-(5-(tetrahydrofuran-3-yl)pyridin-2-yl)-1,3,4-thiadiazol-2-yl)methyl)acetamide FC(C1=C(C=CC(=C1)C(F)(F)F)CC(=O)N(CC=1SC(=NN1)C1=NC=C(C=C1)C1COCC1)C1=CC=C(C=C1)F)(F)F